5-chloro-1-(4-(trifluoromethoxy)benzyl)-1H-benzo[d][1,2,3]triazole-7-carboxylic acid ClC1=CC2=C(N(N=N2)CC2=CC=C(C=C2)OC(F)(F)F)C(=C1)C(=O)O